C(#N)COC1=CC=C(C=C1)N1N=C(N=C1)C1=CC(=C(C=C1)NC(=O)\N=C\1/SCC(N1C1=C(C=CC(=C1)C)COCC(F)(F)F)=O)F (Z)-1-(4-(1-(4-(cyanomethoxy)phenyl)-1H-1,2,4-triazol-3-yl)-2-fluorophenyl)-3-(3-(5-methyl-2-((2,2,2-trifluoroethoxy)methyl)phenyl)-4-oxothiazolidin-2-ylidene)urea